rac-N-((1R,2S)-2-(6-fluoro-2,3-dimethylphenyl)-1-(5-oxo-4,5-dihydro-1,3,4-oxa-diazol-2-yl)propyl)-3-(1-hydroxyethyl)piperidine-1-sulfonamide FC1=CC=C(C(=C1[C@@H]([C@H](C=1OC(NN1)=O)NS(=O)(=O)N1CC(CCC1)C(C)O)C)C)C